3-(imidazo[1,2-a]pyridin-2-yl)benzoic acid N=1C(=CN2C1C=CC=C2)C=2C=C(C(=O)O)C=CC2